methyl (((2-(4-acetylphenyl)-7,7-dimethyl-1,3-dioxo-2,3,5,12b-tetrahydro-1H,7H-chromeno[4,3-c][1,2,4]triazolo[1,2-a]pyridazin-10-yl)oxy)carbonyl)-L-valinate C(C)(=O)C1=CC=C(C=C1)N1C(N2N(CC=C3C2C=2C=CC(=CC2OC3(C)C)OC(=O)N[C@@H](C(C)C)C(=O)OC)C1=O)=O